1,3,5-tris(3-hydroxypropyl)pyridinium OCCC[N+]1=CC(=CC(=C1)CCCO)CCCO